[Cl-].[Cl-].C1(=CC=CC=C1)[SiH](C1=CC=CC=C1)[Hf+2](C1C=C(C=C1)C(C)(C)C)C1C2=CC=CC=C2C=2C=CC=CC12 diphenylsilyl-(9-fluorenyl)(3-t-butylcyclopentadienyl)hafnium dichloride